tert-butyl-dimethyl-[3-[5-(trifluoromethyl)imidazol-1-yl]cyclobutoxy]silane C(C)(C)(C)[Si](OC1CC(C1)N1C=NC=C1C(F)(F)F)(C)C